OC1=C(C=C(C=C1)C)C(CC1=NC=CC=C1)C1=CC=C(C=C1)C 2-(2-(2-hydroxy-5-methylphenyl)-2-(4-methylphenyl)ethyl)-pyridine